N-(5-(tert-butyldimethylsilyloxy)pyridin-2-yl)-4-(4-chlorophenyl)piperazine-1-sulfonamide [Si](C)(C)(C(C)(C)C)OC=1C=CC(=NC1)NS(=O)(=O)N1CCN(CC1)C1=CC=C(C=C1)Cl